CN(C)\C=C(/C(=O)OCC)\C(C(=O)OCC)=O (Z)-diethyl 2-((dimethylamino)methylene)-3-oxosuccinate